3-(4-cyanophenyl)-1,2,4-oxadiazol C(#N)C1=CC=C(C=C1)C1=NOC=N1